1-Nonyl-3-butylpyrrolium methanesulfonate CS(=O)(=O)[O-].C(CCCCCCCC)[NH+]1C=C(C=C1)CCCC